BrC=1C=C(C=C(C1)Cl)[C@@H](C)NC(C1=C(C=CC(=C1)OC)C)=O (R)-N-(1-(3-bromo-5-chlorophenyl)ethyl)-5-methoxy-2-methylbenzamide